OC1(CCN(CC1)C(C[C@@H](C)C1=CC=CC=C1)=O)CN1C=C(C(=CC1=O)C1=CC=CC=C1)C(=O)O (R)-1-((4-hydroxy-1-(3-phenylbutyryl)piperidin-4-yl)methyl)-6-oxo-4-phenyl-1,6-dihydropyridine-3-carboxylic acid